1-(4-(6-chloro-8-fluoro-7-(4-fluoro-2-(trifluoromethyl)phenyl)quinazolin-4-yl)piperazin-1-yl)prop-2-en-1-one ClC=1C=C2C(=NC=NC2=C(C1C1=C(C=C(C=C1)F)C(F)(F)F)F)N1CCN(CC1)C(C=C)=O